4-chloro-2-(1-((R)-1-(4-fluorophenyl)ethyl)piperidin-4-yl)-5-((((R)-tetrahydro-2H-pyran-3-yl)methyl)amino)pyridazin-3(2H)-one ClC=1C(N(N=CC1NC[C@@H]1COCCC1)C1CCN(CC1)[C@H](C)C1=CC=C(C=C1)F)=O